tert-butyl (S)-3-(methylsulfonamido)piperidine-1-carboxylate CS(=O)(=O)N[C@@H]1CN(CCC1)C(=O)OC(C)(C)C